C(C)C1(COC1)COCCCOC1=CC=C(C=CC(CCCCCCCC(=O)SCCNC(CCNC([C@@H](C(COP(OP(OC[C@@H]2[C@H]([C@H]([C@@H](O2)N2C=NC=3C(N)=NC=NC23)O)OP(=O)(O)O)(=O)O)(=O)O)(C)C)O)=O)=O)C(=O)O)C=C1 4-[3-(3-ethyloxetan-3-ylmethoxy)propoxy]styrenesebacyl-CoA